BrC=1C(=CC2=C(NC(C(O2)C2=C(C=CC=C2F)Cl)=O)C1)F 6-bromo-2-(2-chloro-6-fluoro-phenyl)-7-fluoro-4H-1,4-benzoxazin-3-one